N=1N=C(N2C1C=CC=C2)C(=O)Cl [1,2,4]triazolo[4,3-a]pyridine-3-carbonyl chloride